F[C@H](C1=CC2=C(SC(=C2)C(=O)O)C=C1)P(=O)(O)O (S)-5-(fluoro(phosphono)methyl)benzo[b]thiophene-2-carboxylic acid